FC(OC1=C(C=CC(=C1C)F)[C@H]1[C@H](O[C@@]([C@H]1C)(C(F)(F)F)C)C(=O)NC1=CC(=NC=C1)C(=O)N)F 4-((2S,3S,4S,5S)-3-(2-(difluoromethoxy)-4-fluoro-3-methylphenyl)-4,5-dimethyl-5-(trifluoromethyl)tetrahydrofuran-2-carboxamido)picolinamide